2-(6-(4-fluoro-1H-pyrazol-1-yl)pyridin-3-yl)-2-methylpropanoic acid FC=1C=NN(C1)C1=CC=C(C=N1)C(C(=O)O)(C)C